benzyl (S)-2-cyanomethylpiperazine-1-carboxylate hydrochloride Cl.C(#N)C[C@@H]1N(CCNC1)C(=O)OCC1=CC=CC=C1